CN(C(=O)C=1C=C(C=CC1)NC(=O)N1CCC(=CC1)C1=NC=NC=2NC=3CCCC3C12)C N-[3-(Dimethylcarbamoyl)phenyl]-4-(7,9,11-triazatricyclo[6.4.0.02,6]dodeca-1(8),2(6),9,11-tetraen-12-yl)-3,6-dihydropyridine-1(2H)-carboxamide